N[C@H](C=1N=C2N(N=CC(=C2)CN2C(N[C@@H](C2)C)=O)C1)C1CCC(CC1)(F)F (R)-1-((2-((S)-amino(4,4-difluorocyclohexyl)methyl)imidazo[1,2-b]pyridazin-7-yl)methyl)-4-methylimidazolidin-2-one